C1(CC2C(CC1)O2)CC[Si](OCCC)(OCCC)OCCC 2-(3,4-epoxycyclohexyl)ethyltri-n-propyloxysilane